C1(CCCC1)N1CC(CC1)COC=1C=C(C=CC1OC)NC1=NC(=CC(=N1)NC)C N2-(3-((1-cyclopentylpyrrolidin-3-yl)methoxy)-4-methoxyphenyl)-N4,6-dimethylpyrimidine-2,4-diamine